C(C)(C)N(P(O[C@@H]1[C@H](O[C@H]([C@H]1F)N1C2=NC=NC(=C2N=C1)NC(C1=CC=CC=C1)=O)COC(C1=CC=CC=C1)(C1=CC=C(C=C1)OC)C1=CC=C(C=C1)OC)OCCC#N)C(C)C (2R,3R,4S,5R)-5-(6-benzamido-9H-purin-9-yl)-2-((bis(4-methoxyphenyl)(phenyl)methoxy)methyl)-4-fluorotetrahydrofuran-3-yl (2-cyanoethyl) diisopropylphosphoramidite